2,2,2-Trifluoroethyl formate C(=O)OCC(F)(F)F